C1(CC1)CN1C(=CC=2C1=NC=CC2)C2=NC1=C(N2C)C=CC(=C1)C(=O)N[C@@H]1CNC[C@H]1NC(\C=C\CN(C)C)=O |r| trans-rac-2-[1-(cyclopropylmethyl)-1H-pyrrolo[2,3-b]pyridin-2-yl]-N-[(3R,4R)-4-[(2E)-4-(dimethylamino)but-2-enamido]pyrrolidin-3-yl]-1-methyl-1H-1,3-benzodiazole-5-carboxamide